C(C=1C(C(=O)[O-])=CC=CC1)(=O)OCC(OC(C(=C)C)=O)CC(CCl)O 3-chloro-2-hydroxypropyl-2-methacryloyloxyethyl phthalate